C(C)OC1=CC=C(C=C1)C1=CN=CC(=N1)C(=O)N/N=C/C1=C(C=CC=C1)CS(=O)(=O)C (E)-6-(4-ethoxyphenyl)-N'-(2-((methylsulfonyl)methyl)benzylidene)pyrazine-2-carbohydrazide